(R)-5-hydroxymethyl-2-pyrrolidone OC[C@H]1CCC(N1)=O